C(C)C(CN(CCOC1=CC2=C(OP(OC3=C2C(=CC(=C3)C(C)(C)C)C(C)(C)C)C(C)(C)C)C(=C1)C(C)(C)C)CCOC1=CC3=C(OP(OC2=C3C(=CC(=C2)C(C)(C)C)C(C)(C)C)C(C)(C)C)C(=C1)C(C)(C)C)OC1=CC2=C(OP(OC3=C2C(=CC(=C3)C(C)(C)C)C(C)(C)C)C(C)(C)C)C(=C1)C(C)(C)C ethyl-tris[2-[(4,6,9,11-tetra-t-butyldibenzo[d,f][1,3,2]dioxaphosphepin-2-yl)oxy]ethyl]amine